CC1(OB(OC1(C)C)C1=C(C(=CC=C1)C1=CC=CC=C1)N)C 3-(4,4,5,5-tetramethyl-1,3,2-dioxaborolan-2-yl)-[1,1-biphenyl]-2-amine